(R)-1-(4-(2,3-Dimethylphenyl)piperidin-1-yl)-2-(3-(3-hydroxypyrrolidin-1-carbonyl)-5,6-dihydrocyclopenta[c]pyrazol-1(4H)-yl)ethan-1-on CC1=C(C=CC=C1C)C1CCN(CC1)C(CN1N=C(C2=C1CCC2)C(=O)N2C[C@@H](CC2)O)=O